Silver-Magnesium [Mg].[Ag]